1-(3-(2-(4-carboxy-4-methylpentyl)phenyl)propyl)cyclopropane-1-carboxylic acid C(=O)(O)C(CCCC1=C(C=CC=C1)CCCC1(CC1)C(=O)O)(C)C